(5S,8S,10aR)-N-(4-fluorobenzyl)-5-((S)-2-(methylamino)propanamido)-6-oxo-3-(3,3,3-trifluoro-2,2-dimethylpropyl)decahydropyrrolo[1,2-a][1,5]diazocine-8-carboxamide FC1=CC=C(CNC(=O)[C@@H]2CC[C@H]3N2C([C@H](CN(CC3)CC(C(F)(F)F)(C)C)NC([C@H](C)NC)=O)=O)C=C1